1-[(1S,4S)-5-[4-[3-chloro-2-fluoro-4-[(1-fluorocyclopropyl)methoxy]anilino]pyrido[3,2-d]pyrimidin-6-yl]-2,5-diazabicyclo[2.2.2]octan-2-yl]prop-2-en-1-one ClC=1C(=C(NC=2C3=C(N=CN2)C=CC(=N3)N3[C@@H]2CN([C@H](C3)CC2)C(C=C)=O)C=CC1OCC1(CC1)F)F